4-(2-(((S)-((R and S)-7-(1-methyl-1H-pyrazol-4-yl)-1,2,3,4-tetrahydropyrido[2,3-b]pyrazin-3-yl)(phenyl)methyl)amino)ethyl)benzonitrile CN1N=CC(=C1)C1=CC2=C(N[C@H](CN2)[C@H](C2=CC=CC=C2)NCCC2=CC=C(C#N)C=C2)N=C1 |&1:11|